C1(=CC=CC=C1)C=1C(=C(C(=C(C1)[B-](C1=CC=CC=C1)(C1=CC=CC=C1)C1=CC=CC=C1)C1=CC=CC=C1)C1=CC=CC=C1)C1=CC=CC=C1 tetraphenylTetraphenylborate